Phthalocyanine C1C=CC2=C(C=1)C1=NC2=NC2NC(N=C3N=C(N=C4NC(=N1)C1=CC=CC=C41)C1C=CC=CC3=1)=C1C=CC=CC=21